C(C1=CC=CC=C1)(C1=CC=CC=C1)N1N2C(C=3N(C1C1CC1)C=CN3)=C(C(C=C2)=O)O 6-benzhydryl-5-cyclopropyl-11-hydroxy-5,6-dihydro-10H-imidazo[1,2-d]pyrido[2,1-f][1,2,4]triazin-10-one